ClC=1C=C(C=CC1F)NC1=C2C=C(NC2=C(C=C1)N)C(=O)OCC Ethyl 4-((3-chloro-4-fluorophenyl) amino)-7-amino-1H-indole-2-carboxylate